CC1CN=C(CC1)C=1C=C2C=CC(NC2=CC1)=O 6-(3-methyl-2,3,4,5-tetrahydropyridin-6-yl)-1H-quinolin-2-one